4,4'-carbonyl-bis(isobenzofuran-1,3-dione) C(=O)(C1=C2C(OC(C2=CC=C1)=O)=O)C1=C2C(OC(C2=CC=C1)=O)=O